[Mo+4].P(SCCCC)(SCCCC)([O-])=S.C(CCC)SP(SCCCC)([O-])=S.C(CCC)SP(SCCCC)([O-])=S.C(CCC)SP(SCCCC)([O-])=S dibutyl dithiophosphorothioate molybdenum